xylylvinylsilane C1(=C(C(=CC=C1)C)C)C=C[SiH3]